2-(3-nitrophenyl)-2-oxoethyl acetate C(C)(=O)OCC(=O)C1=CC(=CC=C1)[N+](=O)[O-]